N\C(=C/C(=O)C1=CC=C(C=C1)Br)\C1=CC=CC=C1 (2Z)-3-amino-1-(4-bromophenyl)-3-phenylpropan-2-en-1-one